CN1CCN(CCC1)C=1C=CC=2N(CC=C(N2)C=2C=C3C=NN(C3=CC2)C)C1 7-(4-methyl-1,4-diazepan-1-yl)-2-(1-methyl-1H-indazol-5-yl)-4H-pyrido[1,2-a]pyrimidin